Racemic-(3R/S)-3-(2-fluoro-4-hydroxyphenyl)hex-4-ynoic acid FC1=C(C=CC(=C1)O)[C@H](CC(=O)O)C#CC |r|